(3R,5R)-5-{[1-(4-cyclopropyl-2-fluoro-6-hydroxyphenyl)pyrrolo[1,2-d][1,2,4]triazin-4-yl]amino}-1-methylpiperidin-3-ol C1(CC1)C1=CC(=C(C(=C1)O)C=1C=2N(C(=NN1)N[C@@H]1C[C@H](CN(C1)C)O)C=CC2)F